3-(4-(3-((2-Fluoro-4-(trifluoromethyl)phenyl)amino)-2-oxopyrazin-1(2H)-yl)phenyl)propanenitrile FC1=C(C=CC(=C1)C(F)(F)F)NC=1C(N(C=CN1)C1=CC=C(C=C1)CCC#N)=O